C(C)(=O)N1C(CN(CC1)C1=CC=C(C#N)C=C1)(C)C 4-(4-Acetyl-3,3-dimethylpiperazin-1-yl)benzonitrile